(2-propoxy)nonylphenol Acrylate C(C=C)(=O)OC1=C(C=CC=C1)CCCCCCCCCOC(C)C